BrC1=CC(N(C=C1OC)C(C(=O)OC(C)(C)C)CCOC(C)(C)C)=O tert-Butyl 2-(4-bromo-5-methoxy-2-oxopyridin-1(2H)-yl)-4-tert-butoxybutanoate